2-(2-isopropylphenyl)-N-(1-(4-(1-methyl-4-(trifluoromethyl)-1H-imidazol-2-yl)phenyl)ethyl)pyrido[2,3-d]pyrimidin-4-amine C(C)(C)C1=C(C=CC=C1)C=1N=C(C2=C(N1)N=CC=C2)NC(C)C2=CC=C(C=C2)C=2N(C=C(N2)C(F)(F)F)C